4-bromo-7-methoxy-2-(tetrahydro-2H-pyran-4-yl)benzofuran BrC1=CC=C(C2=C1C=C(O2)C2CCOCC2)OC